4-Amino-1,1-difluoro-5-hydroxy-pent-3-en-2-one NC(=CC(C(F)F)=O)CO